CC1=NC(=CC=C1B(O)O)C 2,6-dimethylpyridine-3-boronic acid